FC(OC1=CC2=C(N=C(O2)C=2C(=C(C=CC2)C2=C(C(=CC=C2)C=2OC3=C(CN(CC3)CCCF)N2)C)C)C=C1CN1[C@@H](CCC1)C(=O)O)F ((6-(difluoromethoxy)-2-(3'-(5-(3-fluoropropyl)-4,5,6,7-tetrahydrooxazolo[4,5-c]pyridin-2-yl)-2,2'-dimethyl-[1,1'-biphenyl]-3-yl)benzo[d]oxazol-5-yl)methyl)proline